benzyl 2-benzyl-3-oxo-7-phenyl-2-azabicyclo[4.1.0]hept-4-ene-7-carboxylate C(C1=CC=CC=C1)N1C2C(C2C=CC1=O)(C(=O)OCC1=CC=CC=C1)C1=CC=CC=C1